4-phenyl-2-{3-[4-(pyrrolidin-1-yl)butyl]ureido}thiophene-3-carboxamide C1(=CC=CC=C1)C=1C(=C(SC1)NC(=O)NCCCCN1CCCC1)C(=O)N